3-(3-(4-(quinoxalin-2-yl)-1H-pyrazol-1-yl)propyl)cyclohexan-1-one N1=C(C=NC2=CC=CC=C12)C=1C=NN(C1)CCCC1CC(CCC1)=O